3-Amino-6-bromo-4-(7-fluoro-1H-indazol-4-yl)-8-methyl-1H-1,5-naphthyridin-2-one NC=1C(NC2=C(C=C(N=C2C1C1=C2C=NNC2=C(C=C1)F)Br)C)=O